C(C)(C)(C)OC(=O)NCC1=C(C(=NC(=C1)C1=CC=C(C=C1)C(C)(C)C)C)C(=O)[O-].[Li+] lithium 4-[(tert-butoxycarbonylamino)methyl]-6-(4-tert-butylphenyl)-2-methyl-pyridine-3-carboxylate